(±)-Tert-butyl[(2-chloro-5-nitrobenzyl)(methyl)(oxo)-λ6-sulfanylidene]carbamate C(C)(C)(C)OC(N=[S@@](=O)(C)CC1=C(C=CC(=C1)[N+](=O)[O-])Cl)=O |r|